5-bromo-N1-methylbenzene-1,2-diamine CNC1=C(C=CC(=C1)Br)N